tert-butyl (2R,6R)-4-[4-[(7-fluoro-2-methyl-indazol-5-yl)carbamoyl]-2-methoxy-1,3-benzothiazol-7-yl]-2,6-dimethyl-piperazine-1-carboxylate FC1=CC(=CC2=CN(N=C12)C)NC(=O)C1=CC=C(C2=C1N=C(S2)OC)N2C[C@H](N([C@@H](C2)C)C(=O)OC(C)(C)C)C